4-(8-azabicyclo[3.2.1]oct-2-en-3-yl)-N-(1-methyl-1H-pyrazol-4-yl)-5-(trifluoromethyl)pyrimidin-2-amine C12C=C(CC(CC1)N2)C2=NC(=NC=C2C(F)(F)F)NC=2C=NN(C2)C